3-bromo-5-(2-ethyl-7-(trifluoromethyl)imidazo[1,2-a]pyrimidin-3-carbonyl)-2-hydroxybenzonitrile BrC=1C(=C(C#N)C=C(C1)C(=O)C1=C(N=C2N1C=CC(=N2)C(F)(F)F)CC)O